N-(2-(2,6-dioxopiperidin-3-yl)-1,3-dioxoisoindolin-5-yl)-2-(trifluoromethyl)benzenesulfonamide O=C1NC(CCC1N1C(C2=CC=C(C=C2C1=O)NS(=O)(=O)C1=C(C=CC=C1)C(F)(F)F)=O)=O